2'-fluoro-2-hydroxy-5'-(methylsulfonyl)-[1,1'-biphenyl] FC1=C(C=C(C=C1)S(=O)(=O)C)C1=C(C=CC=C1)O